ClC1=NC=CC(=N1)NC1=CC=C(C#N)C=C1 4-((2-chloropyrimidin-4-yl)amino)benzonitrile